C1=CC=CC=2C3=CC=CC=C3N(C12)C1=CC=C(C2=CC=CC=C12)OB(O)O (4-(9H-carbazole-9-yl)naphthalene-1-yl)boric acid